C(OCC1=CC=CC=C1)(ON1C(CCC1=O)=O)=O Benzyl (2,5-dioxopyrrolidine-1-yl) carbonate